C(N)(OC(C1=C(C=CC=C1)[N+](=O)[O-])C1=CC=CC=C1)=O phenyl(o-nitrophenyl)methyl carbamate